7-chloro-3-(tetrahydro-2H-pyran-3-yl)-1,3,4,9-tetrahydro-[1,2,6]thiadiazino[4,3-g]indole 2,2-dioxide ClC1=CNC=2C3=C(C=CC12)CN(S(N3)(=O)=O)C3COCCC3